N-((S)-1,1-dicyclopropyl-3-((2-fluoro-4-((S)-1-((2-hydroxyethyl)(2,2,2-trifluoroethyl)amino)-1-oxopropan-2-yl)phenyl)amino)-3-oxopropan-2-yl)-1-ethyl-1H-pyrazole-5-carboxamide C1(CC1)C([C@@H](C(=O)NC1=C(C=C(C=C1)[C@@H](C(=O)N(CC(F)(F)F)CCO)C)F)NC(=O)C1=CC=NN1CC)C1CC1